1-[(1-ethyl-1H-pyrazol-4-yl)methyl]-3-[4'-fluoro-5-(trifluoromethyl)[1,1'-biphenyl]-3-yl]-4-methyl-1,3-dihydro-2H-imidazol-2-one C(C)N1N=CC(=C1)CN1C(N(C(=C1)C)C=1C=C(C=C(C1)C(F)(F)F)C1=CC=C(C=C1)F)=O